Phenyl-[4-(4-phenylbutyl)piperazin-1-yl]methanon C1(=CC=CC=C1)C(=O)N1CCN(CC1)CCCCC1=CC=CC=C1